(1,1-dioxidothiomorpholino)((1S,5S)-6-(4-methoxynaphthalen-1-yl)-9,9-dimethyl-3,6-diazabicyclo[3.2.2]nonan-3-yl)methanone O=S1(CCN(CC1)C(=O)N1C[C@@H]2CN([C@H](C1)C(C2)(C)C)C2=CC=C(C1=CC=CC=C21)OC)=O